ClC1=C(C(=CC(=C1)Cl)F)NC=1N(C2=NC(=NC=C2N1)N[C@@H]1[C@@H](COCC1)F)C1CCC(CC1)C(=O)N (1r,4S)-4-(8-(2,4-dichloro-6-fluorophenylamino)-2-((3S,4S)-3-fluorotetrahydro-2H-pyran-4-ylamino)-9H-purin-9-yl)cyclohexanecarboxamide